P(O[Si](C)(C)C(C)(C)C)(O[Si](C)(C)C(C)(C)C)O[Si](C)(C)C(C)(C)C Tris(tertiary butyldimethylsilyl) phosphite